ethyl fluoro-formate FC(=O)OCC